COC(=O)C=1C=CC2=C(N(C(=N2)C2CC23CCN(CC3)C3=NC(=C(C=C3F)F)OCC=3C=CC2=CN(N=C2C3)C)C[C@H]3OCC3)C1 (6-(3,5-difluoro-6-((2-methyl-2H-indazol-6-yl)methoxy)pyridin-2-yl)-6-azaspiro[2.5]oct-1-yl)-1-((S)-oxetan-2-ylmethyl)-1H-benzo[d]imidazole-6-carboxylic acid methyl ester